(S)-tert-butyl 6-(Benzo[d]thiazol-5-yl)-3-methyl-3,4-dihydropyridine-1(2H)-carboxylate S1C=NC2=C1C=CC(=C2)C2=CC[C@@H](CN2C(=O)OC(C)(C)C)C